2-(((1RS,4SR)-3,3-dimethyl-4-(4-(5,6,7,8-tetrahydro-1,8-naphthyridin-2-yl)butoxy)cyclopentyl)(methyl)amino)-2-((S)-1,6-dimethylisochroman-8-yl)acetic acid CC1(C[C@H](C[C@@H]1OCCCCC1=NC=2NCCCC2C=C1)N(C(C(=O)O)C=1C=C(C=C2CCO[C@H](C12)C)C)C)C |&1:3,5|